FC1(CCC2=C1N=C(N=C2C2CCN(CC2)CC(=O)N2CCNCC2)N2[C@H](CC2)C)F (S)-2-(4-(7,7-difluoro-2-(2-methylazetidin-1-yl)-6,7-dihydro-5H-cyclopenta[d]pyrimidin-4-yl)piperidin-1-yl)-1-(piperazin-1-yl)ethan-1-one